OCCCC1CN(C1)C=1C2=CNC=C2C=CC1 4-[3-(3-hydroxypropyl)azetidin-1-yl]Isoindole